1-cyclopropyl-4-iodoimidazole C1(CC1)N1C=NC(=C1)I